[OH-].C(CCCC)[P+](C1=CC=CC=C1)(C1=CC=CC=C1)C1=CC=CC=C1 Pentyltriphenylphosphonium hydroxid